2-(4-(5-(trifluoromethyl)pyridin-2-yl)piperazine-1-carbonyl)-5-cyanobenzofuran FC(C=1C=CC(=NC1)N1CCN(CC1)C(=O)C=1OC2=C(C1)C=C(C=C2)C#N)(F)F